OC1(CCC(CC1)C(=O)N(C[C@@H]1CC[C@H](CC1)C1=CC(=C(C=C1)OC)C)C1=CC(=CC=C1)C=1C=NN(C1)C(C)C)C (1r,4r)-4-Hydroxy-N-(3-(1-isopropyl-1H-pyrazol-4-yl)phenyl)-N-((trans-4-(4-methoxy-3-methylphenyl)cyclohexyl)methyl)-4-methylcyclohexanecarboxamide